methyl 3-((3-bromo-4-fluorophenyl) (2-isopropyl-6-methylphenyl) amino)-3-carbonylpropionate BrC=1C=C(C=CC1F)N(C(CC(=O)OC)=C=O)C1=C(C=CC=C1C)C(C)C